((2R,5S)-4-(2-aminoimidazo[1,2-a]pyrazin-5-yl)-5-methylmorpholin-2-yl)((S)-6,8-dichloro-1-methyl-3,4-dihydroisoquinolin-2(1H)-yl)methanone NC=1N=C2N(C(=CN=C2)N2C[C@@H](OC[C@@H]2C)C(=O)N2[C@H](C3=C(C=C(C=C3CC2)Cl)Cl)C)C1